6-dimethoxymethylphenol COC(C1=CC=CC=C1O)OC